methyl 5-((2-((S)-2-((S)-2-amino-4-methylpentanamido)-4-methylpentanamido)ethyl)carbamoyl)-2-(2-(4-fluorophenyl)butanamido)-4-methylthiophene-3-carboxylate N[C@H](C(=O)N[C@H](C(=O)NCCNC(=O)C1=C(C(=C(S1)NC(C(CC)C1=CC=C(C=C1)F)=O)C(=O)OC)C)CC(C)C)CC(C)C